azido-3-(trifluoromethyl)-[1,1'-biphenyl]-4-carboxylic acid N(=[N+]=[N-])C1=C(C=CC(=C1C(F)(F)F)C(=O)O)C1=CC=CC=C1